5-(trifluoromethyl)pyridinecarboxylic acid FC(C=1C=CC(=NC1)C(=O)O)(F)F